7-(8-ethylnaphthalen-1-yl)-2-((hexahydro-1H-pyrrolizin-7a-yl)methoxy)-4-(oxepan-4-yl)-5,6,7,8-tetrahydropyrido[3,4-d]pyrimidine C(C)C=1C=CC=C2C=CC=C(C12)N1CC=2N=C(N=C(C2CC1)C1CCOCCC1)OCC12CCCN2CCC1